(phenanthren-9-yl)-N-(4-(phenanthren-9-yl)phenyl)-N-phenyl-[1,1'-biphenyl]-4-amine C1=CC=CC=2C3=CC=CC=C3C(=CC12)C1=C(C=CC(=C1)N(C1=CC=CC=C1)C1=CC=C(C=C1)C=1C2=CC=CC=C2C=2C=CC=CC2C1)C1=CC=CC=C1